2-hydroxy-2-propyl-heptanoic acid OC(C(=O)O)(CCCCC)CCC